OC1CC(N(C1)C([C@H](C(C)(C)C)N1N=NC(=C1)COC1=CC=C(C=C1)C(C)O)=O)C(=O)NC 4-hydroxy-1-[(2S)-2-[4-[[4-(1-hydroxyethyl)phenoxy]methyl]triazol-1-yl]-3,3-dimethyl-butyryl]-N-methyl-pyrrolidine-2-carboxamide